5-bromo-6-isopropyl-4H-thieno[3,2-b]Pyrrole-2-carboxylic acid ethyl ester C(C)OC(=O)C1=CC=2NC(=C(C2S1)C(C)C)Br